C1(CC1)C1=NSC(=N1)N1CCC(CC1)N1N=C(C=CC1=O)N1N=C(C=C1C)C 2-[1-(3-cyclopropyl-1,2,4-thiadiazol-5-yl)piperidin-4-yl]-6-(3,5-dimethylpyrazol-1-yl)pyridazin-3-one